3-(5-(1-(3-Bromo-1H-indole-2-carbonyl)piperidin-4-yl)-1-oxoisoindolin-2-yl)piperidine-2,6-dione BrC1=C(NC2=CC=CC=C12)C(=O)N1CCC(CC1)C=1C=C2CN(C(C2=CC1)=O)C1C(NC(CC1)=O)=O